C1(=CC=CC=C1)[C@H](C)NC1=C(CN(CC1)C(=O)OC(C)(C)C)C(=O)OCC 1-(tert-butyl) 3-ethyl (S)-4-((1-phenylethyl)amino)-5,6-dihydropyridine-1,3(2H)-dicarboxylate